N1=CC(=CC=C1)C1C(C2CCC1O2)C(=O)N 3-(pyridin-3-yl)-7-oxabicyclo[2.2.1]heptane-2-carboxamide